C1(CC1)S(=O)(=O)C1CC(C1)O 3-(cyclopropylsulfonyl)cyclobutan-1-ol